Racemic-N-(1-(7,8-difluoro-1-oxo-1,2-dihydroisoquinolin-4-yl)ethyl)-8-fluoro-N-methylindolizine-2-carboxamide FC1=CC=C2C(=CNC(C2=C1F)=O)[C@@H](C)N(C(=O)C=1C=C2C(=CC=CN2C1)F)C |r|